FC1=C(C=CC=C1)NC(=S)C1=NC=C(C=C1)OC([2H])([2H])[2H] N-(2-fluorophenyl)-5-(methoxy-d3)pyridine-2-thioamide